9-methoxy-[1,2,4]triazolo[1,5-a]quinoline-4-carboxamide COC=1C=CC=C2C=C(C=3N(C12)N=CN3)C(=O)N